6-(5-azaspiro[2.4]heptan-5-ylmethyl)-2-cyclopropyl-N-(3-((1R,2R)-1,2-difluoro-1-(4-methyl-4H-1,2,4-triazol-3-yl)propan-2-yl)phenyl)pyrimidine-4-carboxamide C1CC12CN(CC2)CC2=CC(=NC(=N2)C2CC2)C(=O)NC2=CC(=CC=C2)[C@@]([C@@H](C2=NN=CN2C)F)(C)F